(1r,4r)-4-(5-(2-(2-aminopyridin-3-yl)-5-phenyl-3H-imidazo[4,5-b]pyridin-3-yl)picolinamido)cyclohexane-1-carboxylic acid NC1=NC=CC=C1C1=NC=2C(=NC(=CC2)C2=CC=CC=C2)N1C=1C=CC(=NC1)C(=O)NC1CCC(CC1)C(=O)O